C(C=1C(O)=CC=CC1)(=O)O.C(C=1C(O)=CC=CC1)(=O)O.C(C)N(CC)CC triethylamine bissalicylate